FC1=C(C(=O)N)C=C(C(=C1)NC1=NC=C2N(C(N(C2=N1)C1CC2(C1)CC(C2)O)=O)C)C 2-fluoro-4-((9-(6-hydroxyspiro[3.3]heptan-2-yl)-7-methyl-8-oxo-8,9-dihydro-7H-purin-2-yl)amino)-5-methylbenzamide